O1CC=C2C1=C1C(C=C2)=CC=C2C=C3C=CC=CC3=C21 fluoreno[3,4]benzofuran